(2-(4-(benzyloxy)-6-((2R*,3S*,4S*,5R*)-3-(3,4-difluoro-2-methoxyphenyl)-4,5-dimethyl-5-(trifluoromethyl)tetrahydrofuran-2-yl)-2-methylpyridin-3-yl)propoxy)acetate C(C1=CC=CC=C1)OC1=C(C(=NC(=C1)[C@@H]1O[C@]([C@H]([C@H]1C1=C(C(=C(C=C1)F)F)OC)C)(C(F)(F)F)C)C)C(COCC(=O)[O-])C |o1:14,16,17,18|